C1(CC1)N1C=NC2=C1C=CC(=C2)C#C[Si](C)(C)C 1-cyclopropyl-5-((trimethylsilyl)ethynyl)-1H-benzo[d]imidazole